C(C)C1=C(C(=CC(=C1)C)CC)NC1=CC=C(C=2C(C3=CC=CC=C3C(C12)=O)=O)NC1=C(C=C(C=C1CC)C)CC 1,4-Bis((2,6-diethyl-4-methylphenyl)amino)anthraquinone